2-Methylpropanoyl 4-methylbenzenecarboperoxoate CC1=CC=C(C=C1)C(=O)OOC(C(C)C)=O